(2S,3S,4R,5R)-5-(2-(5-chloropyridin-3-yl)-6-(((4-(trifluoromethyl)pyridin-2-yl)methyl)amino)-9H-purin-9-yl)-3,4-dihydroxyl-N-methyltetrahydrothiophen-2-formamide ClC=1C=C(C=NC1)C1=NC(=C2N=CN(C2=N1)[C@H]1[C@@H]([C@@H]([C@H](S1)C(=O)NC)O)O)NCC1=NC=CC(=C1)C(F)(F)F